8-bromo-1-methyl-6-(pyridin-2-yl)-4H-benzo[f]imidazo[1,2-a][1,4]diazepine BrC=1C=CC2=C(C(=NCC=3N2C(=CN3)C)C3=NC=CC=C3)C1